OC1=CC=C(C=C1)CCC=1OC2=CC=CC=C2C(C1)=O 2-[2-(4-Hydroxyphenyl)ethyl]chromone